OCC1CCC2COCC(N21)=O 6-(hydroxymethyl)tetrahydro-1H-pyrrolo[2,1-c][1,4]oxazin-4(3H)-one